4-({[5-(2,5-dichlorophenyl)-1,3-oxazol-2-yl]methyl}sulfanyl)-6-methylpyrimidin-4-amine ClC1=C(C=C(C=C1)Cl)C1=CN=C(O1)CSC1(NC=NC(=C1)C)N